N[C@@H]1[C@H](C2=C(N(C1=O)CC)N(N=C2)C2=CC=CC=C2)C2=CC(=CC=C2)[N+](=O)[O-] (4S,5R)-5-amino-7-ethyl-4-(3-nitrophenyl)-1-phenyl-1,4,5,7-tetrahydro-6H-pyrazolo[3,4-b]pyridin-6-one